FC=1C(=CC(=NC1)NC([C@H](C1CCC(CC1)C)NC(OC(C)(C)C)=O)=O)CO tert-butyl ((S)-2-((5-fluoro-4-(hydroxymethyl)pyridin-2-yl)amino)-1-((1r,4S)-4-methylcyclohexyl)-2-oxoethyl)carbamate